Cl.NCC(C)NS(N)(=O)=O 1-amino-2-(sulfamoylamino)propane hydrochloride